C(C)C=1N(C=CN1)CC1=CC=C(C=C1)C1=C(SC(=C1)CC(C)C)S(=O)(=O)NC(OCCCC)=O butyl (3-(4-((2-ethyl-1H-imidazol-1-yl)methyl)phenyl)-5-isobutylthiophen-2-yl)sulfonylcarbamate